COC1=CC=C(CN2N=C3C(=C2)CNC3)C=C1 (4-methoxybenzyl)-2,4,5,6-tetrahydropyrrolo[3,4-c]pyrazole